(R)-2-(3-(N-(4-Chloro-3-fluorobenzyl)phenylsulfonamido)bicyclo[1.1.1]pentan-1-yl)-4,4-dimethyl-4,5-dihydro-1H-imidazole-5-carboxylic acid hydrochloride Cl.ClC1=C(C=C(CN(S(=O)(=O)C2=CC=CC=C2)C23CC(C2)(C3)C=3N[C@H](C(N3)(C)C)C(=O)O)C=C1)F